CC(CCOC(=O)C=1SC2=C(N1)C(=C1C(N=C(S1)C(=O)OCCC(CCCC(C)C)C)=C2Br)Br)CCCC(C)C 4,8-dibromo-benzo[1,2-d:4,5-d']Bis-thiazole-2,6-dicarboxylic acid bis-(3,7-dimethyl-octyl) ester